FC(OC1=CC=C(C=C1)C=1C2=C(N=C(N1)C1CN(C1)C(C=C)=O)SC=N2)(F)F 1-(3-(7-(4-(Trifluoromethoxy)phenyl)thiazolo[5,4-d]pyrimidin-5-yl)azetidin-1-yl)prop-2-en-1-one